FC=1C=C(C(=O)N(CC#C)CC=2N(C=CN2)C)C=CC1F 3,4-difluoro-N-((1-methyl-1H-imidazol-2-yl)methyl)-N-(prop-2-yn-1-yl)benzamide